CN1C=CC2=CC(=CC=C12)NC(CC)=O N-(1-methylindol-5-yl)propionamide